C(C1CO1)OC(CC)[Si](OCCCC)(OCCCC)OCCCC α-glycidoxypropyltributoxysilane